3-(1-Bromoethyl)-4-[4-chloro-3-(4,4,5,5-tetramethyl-1,3-dioxolan-2-yl)phenyl]-1H-isochromen-1-one BrC(C)C=1OC(C2=CC=CC=C2C1C1=CC(=C(C=C1)Cl)C1OC(C(O1)(C)C)(C)C)=O